C(C)(=O)NCC(CN1C(=NC2=C1C=C(C=C2)C(=O)O)CC2=C(C=C(C=C2)C2=NC(=CC=C2)OCC2=C(C=C(C=C2)C#N)F)F)OC 1-(3-Acetylamino-2-methoxypropyl)-2-(4-(6-((4-cyano-2-fluorobenzyl)oxy)pyridin-2-yl)-2-fluorobenzyl)-1H-benzo[d]imidazole-6-carboxylic acid